Cl.OC1=C(C=C(C=C1)NC(=O)C1=C(C=C(C=C1)C1=CC=C(C=C1)C(F)(F)F)OCCCN1CCOCC1)NS(=O)(=O)C N-(4-hydroxy-3-(methylsulfonylamino)phenyl)-3-(3-morpholinopropoxy)-4'-(trifluoromethyl)-[1,1'-biphenyl]-4-carboxamide hydrochloride